N1N=CC2=CC(=CC=C12)NC1=NC(=NC=C1C)C1=CC=C(C=C1)C=CC(=O)NC(C)C 3-(4-(((1H-indazol-5-yl)amino)-5-methylpyrimidin-2-yl)phenyl)-N-isopropylacrylamide